CC(CCOC(C)=O)CC 3-methylpentylacetate